COC=1C=C2C=CN(C2=CC1)C 5-methoxy-1-methyl-indole